tert-butyl (1-(6-bromo-1-((2-(trimethylsilyl)ethoxy)methyl)-1H-imidazo[4,5-b]pyridin-5-yl)-2-(3,5-difluorophenyl)ethyl)carbamate BrC=1C=C2C(=NC1C(CC1=CC(=CC(=C1)F)F)NC(OC(C)(C)C)=O)N=CN2COCC[Si](C)(C)C